8-Methyl-1,6,7,8,9,10-hexahydroimidazo[4',5':3,4]benzo[1,2-d]azepine CN1CCC=2C(CC1)=C1C(=CC2)N=CN1